(R)-4-{2-[4-(6-bromoquinolin-2-yl)phenoxy]ethyl}-1,5-dimethylpiperazin-2-one BrC=1C=C2C=CC(=NC2=CC1)C1=CC=C(OCCN2CC(N(C[C@H]2C)C)=O)C=C1